3-(7-methyl-1H-indol-4-yl)-2-(2,6-diethylphenyl)-5-(3-fluoro-5-(1-methylethyl)pyridin-2-yl)-4,5,6,7-tetrahydro-2H-pyrazolo[4,3-c]pyridine CC=1C=CC(=C2C=CNC12)C=1N(N=C2C1CN(CC2)C2=NC=C(C=C2F)C(C)C)C2=C(C=CC=C2CC)CC